FC1=CC=C(OC(CO)C=C)C=C1 2-(4-fluorophenoxy)but-3-en-1-ol